Diacetyloxymethylpenta-1-ynylsilan C(C)(=O)OC(OC(C)=O)[SiH2]C#CCCC